CN(C1=CC=C(C=C1)NC(NC1=CC2=C(C3=C(S2)C=C(C=C3)S(=O)(=O)N[C@H](C(=O)O)C(C)C)C=C1)=O)C (S)-2-(7-(3-(4-(dimethylamino)phenyl)ureido)dibenzo[b,d]thiophene-3-sulfonamido)-3-methyl-butanoic acid